CC1(N(CCC1)CCNC(=O)C=1C=C(C(=NC1)C)NC(=O)C=1C=NN2C1SC(=C2)C=2C(=NC=CC2)OCCF)C N-(5-((2-(2,2-dimethylpyrrolidin-1-yl)ethyl)carbamoyl)-2-methylpyridin-3-yl)-2-(2-(2-fluoroethoxy)pyridin-3-yl)pyrazolo[5,1-b]thiazole-7-carboxamide